tert-butyl N-[1-(2-aminopyridin-4-yl)azetidin-3-yl]carbamate NC1=NC=CC(=C1)N1CC(C1)NC(OC(C)(C)C)=O